(4-((4-((cyclopropylmeth-yl)amino)-5-(trifluoromethyl)-7H-pyrrolo[2,3-d]pyrimidin-2-yl)amino)-3-methoxyphenyl)dimethyl-phosphine oxide C1(CC1)CNC=1C2=C(N=C(N1)NC1=C(C=C(C=C1)P(C)(C)=O)OC)NC=C2C(F)(F)F